caprylic acid dimethylamide CN(C(CCCCCCC)=O)C